COC1=C(CN(S(=O)(=O)C2=C(C=C(C=C2)N2C[C@@](CCC2)(CCC2=CC(=CC=C2)C(F)(F)F)N(C)C)C)C2=NC=NC=C2)C=CC(=C1)OC (S)-N-(2,4-Dimethoxybenzyl)-4-(3-(dimethylamino)-3-(3-(trifluoromethyl)phenethyl)-piperidin-1-yl)-2-methyl-N-(pyrimidin-4-yl)benzenesulfonamide